ClC=1C(=CC(=C(C1)[C@@H](C1CCN(CC1)C(=O)OC(C)(C)C)N[S@@](=O)C(C)(C)C)OCC=C)C tert-butyl 4-[(R)-[5-chloro-4-methyl-2-(prop-2-en-1-yloxy)phenyl]([[(S)-2-methylpropane-2-sulfinyl]amino])methyl]piperidine-1-carboxylate